ClC=1C=CC(=NC1)C(C(=O)OC(C)(C)C)C#N Tert-butyl (5-chloropyridin-2-yl)(cyano)acetate